Cl.N[C@H](C)C1(CCCCC1)C(=O)NC1=CC=NC=C1 ((R)-1-aminoethyl)-N-(pyridin-4-yl)cyclohexane-1-carboxamide hydrochloride